C(C1=CC=CC=C1)OC(C(C)(C)OC(C1=C(C=C(C(=C1)N1C(N(C(=CC1=O)C(C)(F)F)C)=O)F)Br)=O)=O 1-(Benzyloxy)-2-methyl-1-oxopropan-2-yl-2-bromo-5-[4-(1,1-difluoroethyl)-3-methyl-2,6-dioxo-3,6-dihydropyrimidin-1(2H)-yl]-4-fluorobenzoat